ethyl (S)-6-(((cis)-3,3-difluorohexahydropyrrolo[3,4-b]pyrrol-1(2H)-yl)methyl)-4-(3-fluoro-2-methylphenyl)-2-(thiazol-2-yl)-1,4-dihydropyrimidine-5-carboxylate FC1([C@H]2[C@@H](N(C1)CC1=C([C@@H](N=C(N1)C=1SC=CN1)C1=C(C(=CC=C1)F)C)C(=O)OCC)CNC2)F